3-phenylene tetra(2,6-dimethylphenyl) diphosphate P(=O)(OC1=C(C=CC=C1)OP(=O)(OC1=C(C=CC=C1C)C)OC1=C(C=CC=C1C)C)(OC1=C(C=CC=C1C)C)OC1=C(C=CC=C1C)C